BrC1=CC(=C(C(=O)NC2(C(C2([2H])[2H])([2H])[2H])[2H])C(=C1)O)F 4-bromo-2-fluoro-6-hydroxy-N-(1,2,2,3,3-pentadeuterio-cyclopropyl)benzamide